The molecule is a steroidal acyl-CoA that results from the formal condensation of the thiol group of coenzyme A with the carboxy group of 12alpha-hydroxy-3-oxochola-4,6-dien-24-oic acid. It derives from a 12alpha-hydroxy-3-oxochola-4,6-dien-24-oic acid. It is a conjugate acid of a 12alpha-hydroxy-3-oxochola-4,6-dien-24-oyl-CoA(4-). C[C@H](CCC(=O)SCCNC(=O)CCNC(=O)[C@@H](C(C)(C)COP(=O)(O)OP(=O)(O)OC[C@@H]1[C@H]([C@H]([C@@H](O1)N2C=NC3=C(N=CN=C32)N)O)OP(=O)(O)O)O)[C@H]4CC[C@@H]5[C@@]4([C@H](C[C@H]6[C@H]5C=CC7=CC(=O)CC[C@]67C)O)C